tert-butyl (S)-(1-(4-(3-(8-fluoro-5-methyl-1-oxo-1,2-dihydroisoquinolin-3-yl)propanoyl)piperazin-1-yl)-1-oxopropan-2-yl)carbamate FC=1C=CC(=C2C=C(NC(C12)=O)CCC(=O)N1CCN(CC1)C([C@H](C)NC(OC(C)(C)C)=O)=O)C